((R)-1-((S)-1-(4-chloro-3-(1H-1,2,4-triazol-1-yl)phenyl)-2-hydroxyethyl)-4-(4-cyanophenyl)-4-neopentyl-5-oxoimidazolidin-2-ylidene)carbamic acid benzyl ester C(C1=CC=CC=C1)OC(N=C1N(C([C@@](N1)(CC(C)(C)C)C1=CC=C(C=C1)C#N)=O)[C@H](CO)C1=CC(=C(C=C1)Cl)N1N=CN=C1)=O